CCCCCCCCCC(CC)OC(CCCCCCCCC)CC 10-dodecyl ether